methyl 3-(N-(3',4-dicyano-[1,1'-biphenyl]-2-yl)sulfamoyl)-4-ethylbenzoate C(#N)C=1C=C(C=CC1)C1=C(C=C(C=C1)C#N)NS(=O)(=O)C=1C=C(C(=O)OC)C=CC1CC